COC1C(CCCC1)NC(=O)C1=CN(C2=C1C(N(C=C2C)C)=O)C N-(2-methoxycyclohexyl)-1,5,7-trimethyl-4-oxo-4,5-dihydro-1H-pyrrolo[3,2-c]pyridine-3-carboxamide